N-(5-(1-(4-(cyanomethyl)-1-(4-fluorobenzoyl)piperidin-4-yl)-1H-pyrazol-4-yl)-[1,2,4]triazolo[1,5-a]pyridin-2-yl)cyclopropylcarboxamide C(#N)CC1(CCN(CC1)C(C1=CC=C(C=C1)F)=O)N1N=CC(=C1)C1=CC=CC=2N1N=C(N2)NC(=O)C2CC2